4-(4-formyl-3-methylphenyl)-2-methylbenzaldehyde C(=O)C1=C(C=C(C=C1)C1=CC(=C(C=O)C=C1)C)C